(R)-N-(3,3-difluoro-1-(methylsulfonyl)piperidin-4-yl)-5-(1-(2,2-difluoroethyl)-1H-benzo[d]imidazol-6-yl)-4-methoxypyrrolo[2,1-f][1,2,4]triazin-2-amine FC1(CN(CC[C@H]1NC1=NN2C(C(=N1)OC)=C(C=C2)C=2C=CC1=C(N(C=N1)CC(F)F)C2)S(=O)(=O)C)F